5-bromo-3-iodopyrazin-2-ol BrC=1N=C(C(=NC1)O)I